(S)-5-((1-benzylpyrrolidin-3-yl)amino)-4-(difluoromethyl)-N-(4-methoxybenzyl)-N-(thiazol-4-yl)pyridine-2-sulfonamide C(C1=CC=CC=C1)N1C[C@H](CC1)NC=1C(=CC(=NC1)S(=O)(=O)N(C=1N=CSC1)CC1=CC=C(C=C1)OC)C(F)F